C(C)(C)(C)C1=CC(=C(C=C1)C([C@@H](CC(C)(C)C)NC(OC(C)(C)C)=O)O)C1OCCO1 tert-Butyl N-[(1R)-1-[[4-tert-butyl-2-(1,3-dioxolan-2-yl)phenyl]-hydroxy-methyl]-3,3-dimethyl-butyl]carbamate